2-[(2,4-difluoro-6-methoxy-phenyl)methyl]-N,N-diethyl-thiophene-3-carboxamide FC1=C(C(=CC(=C1)F)OC)CC=1SC=CC1C(=O)N(CC)CC